1,1-bis(tert-butylperoxy)-2-methylcyclohexane C(C)(C)(C)OOC1(C(CCCC1)C)OOC(C)(C)C